[C@@H]1(CCC2=CC=CC=C12)N=C1NC(NC1)=O 4-((S)-indan-1-ylimino)-imidazolidin-2-on